C(C)(C)(C)S(=O)(=O)C=1C(=CC=2N(C1)C(=CN2)I)OCCN2CCN(CC2)C(=O)OC(C)(C)C tert-butyl 4-(2-((6-(tert-butylsulfonyl)-3-iodoimidazo[1,2-a]pyridin-7-yl)oxy)ethyl)piperazine-1-carboxylate